tert-butyl (2R,5S)-2-(tert-butoxymethyl)-5-(4-chlorobenzyl)-4-(1-(pyridin-2-yl)piperidin-4-yl)piperazine-1-carboxylate C(C)(C)(C)OC[C@@H]1N(C[C@@H](N(C1)C1CCN(CC1)C1=NC=CC=C1)CC1=CC=C(C=C1)Cl)C(=O)OC(C)(C)C